2-benzyl-2-(((2R,3S,4R,5R)-5-(2-chloro-6-((4-chlorobenzylmethyl)amino)-9H-purin-9-yl)-3-ethynyl-3,4-dihydroxytetrahydrofuran-2-yl)methoxy)malonic acid C(C1=CC=CC=C1)C(C(=O)O)(C(=O)O)OC[C@H]1O[C@H]([C@@H]([C@@]1(O)C#C)O)N1C2=NC(=NC(=C2N=C1)NCCC1=CC=C(C=C1)Cl)Cl